C(CCCCCC)C(CCCCCCC)OC(CCCN(CCCC(=O)OC(CCCCCCC)CCCCCCC)S(=O)(=O)C1=CC=C(C=C1)[N+](=O)[O-])=O heptyloctyl 4-[[4-(1-heptyloctoxy)-4-oxo-butyl]-(4-nitrophenyl)sulfonyl-amino]butanoate